((2R,3S,4R,5S)-5-(4-aminopyrrolo[2,1-f][1,2,4]triazin-7-yl)-2-cyano-3,4-dihydroxytetrahydrofuran-2-yl)methyl ((R)-2-((6-cyanopyridin-2-yl)oxy)-3-(octadecyloxy)propyl) hydrogen phosphate P(=O)(OC[C@]1(O[C@H]([C@@H]([C@@H]1O)O)C1=CC=C2C(=NC=NN21)N)C#N)(OC[C@@H](COCCCCCCCCCCCCCCCCCC)OC2=NC(=CC=C2)C#N)O